C1(CC1)NCC1=NC(=NO1)C1=CN=C2N1N=C(C=C2)NC=2C=C1C=NNC1=CC2 3-{5-[(cyclopropylamino)methyl]-1,2,4-oxadiazol-3-yl}-N-(1H-indazol-5-yl)imidazo[1,2-b]pyridazin-6-amine